C(C=C)OC=1C(=C(C(=O)C2=CC=CC=C2)C=CC1)OCC=C di-allyloxybenzophenone